[N-](S(=O)(=O)C(F)(F)F)S(=O)(=O)C(F)(F)F.C(C)[N+]1(CCCCC1)CCCC 1-ethyl-1-butylpiperidinium bis(trifluoromethanesulfonyl)imide salt